2-(Tetrahydro-2H-pyran-2-yl)-4-chloro-7-azaindole O1C(CCCC1)C=1NC2=NC=CC(=C2C1)Cl